COC(C)C1=CC=CC(=N1)CN1N=NC(=C1)C1=NC(=NC(=C1)C=1OC=CN1)NC(COC1=CC=CC=C1)=O 1-[4-(1-{[6-(1-methoxyethyl)-2-pyridinyl]methyl}-1H-1,2,3-triazol-4-yl)-6-(1,3-oxazol-2-yl)-2-pyrimidinylamino]-2-phenoxy-1-ethanone